ClC1=C2C=C(N(C2=CC(=C1Cl)OCC1CNC(O1)=O)C)C(=O)NC1(COCC1)C1=CC=C(C(=O)OCC)C=C1 (±)-ethyl 4-[3-[[4,5-dichloro-1-methyl-6-[(2-oxooxazolidin-5-yl)methoxy]indole-2-carbonyl]amino]tetrahydrofuran-3-yl]benzoate